2-(6-(((1s,2s,3r,5r)-2-fluoro-9-azabicyclo[3.3.1]non-3-yl)oxy)pyridazin-3-yl)-5-(imidazo[1,2-a]pyridin-6-yl)phenol F[C@H]1[C@@H]2CCC[C@H](C[C@H]1OC1=CC=C(N=N1)C1=C(C=C(C=C1)C=1C=CC=3N(C1)C=CN3)O)N2